NC1=CC(=C(C#N)C(=C1)C)N1CCC(CC1)(F)F 4-amino-2-(4,4-difluoropiperidin-1-yl)-6-methylbenzonitrile